4-amino-2-[5-chloro-3-(2,3,6-trifluorobenzyl)-1H-indazol-1-yl]-5,5-dimethyl-5,7-dihydro-6H-pyrrolo[2,3-d]pyrimidin-6-one NC=1C2=C(N=C(N1)N1N=C(C3=CC(=CC=C13)Cl)CC1=C(C(=CC=C1F)F)F)NC(C2(C)C)=O